C(C)(C)(C)C1=CC(=NN1C1CC(C1)O)NC(N([C@H]1C[C@H](N(CC1)C=1C=C2C(=NC1)NN=C2)C)C)=O 3-(5-(tert-butyl)-1-((1r,3R)-3-hydroxycyclobutyl)-1H-pyrazol-3-yl)-1-methyl-1-((2R,4R)-2-methyl-1-(1H-pyrazolo[3,4-b]pyridin-5-yl)piperidin-4-yl)urea